4-chloro-2-((6-cyclopropylimidazo[1,2-a]pyridin-2-yl)methyl)-6-methyl-2H-pyrazolo[4,3-c]pyridine ClC1=NC(=CC=2C1=CN(N2)CC=2N=C1N(C=C(C=C1)C1CC1)C2)C